D-3-amino-5-chloro-1-isopropyl-1H-pyrazolo[4,3-b]pyridine-7-carbaldehyde NC1=NN(C=2C1=NC(=CC2C=O)Cl)C(C)C